(R)-N-(1-(3-azidopropyl)pyrrolidin-3-yl)-5-chloro-4-(4-methyl-1H-Pyrrol-3-yl)pyrimidin-2-amine N(=[N+]=[N-])CCCN1C[C@@H](CC1)NC1=NC=C(C(=N1)C1=CNC=C1C)Cl